6-chloro-N-{3-[2-(4-chloro-3-fluorophenoxy)acetamido]bicyclo[1.1.1]pent-1-yl}-4-(1-methyl-1H-imidazole-4-sulfonyl)-3,4-dihydro-2H-1,4-benzoxazine-2-carboxamide ClC=1C=CC2=C(N(CC(O2)C(=O)NC23CC(C2)(C3)NC(COC3=CC(=C(C=C3)Cl)F)=O)S(=O)(=O)C=3N=CN(C3)C)C1